1,4-dihydropyridine N1C=CCC=C1